(R)-1-(2-(((phenylmethoxy)carbonyl)amino)ethyl)pyrrolidine-3-carboxylic acid methyl ester COC(=O)[C@H]1CN(CC1)CCNC(=O)OCC1=CC=CC=C1